O=C(/C=C/C1=CC=C(C(=O)O)C=C1)C1=CC=C(C=C1)C1=CC=CC=C1 4-[(E)-3-Oxo-3-(4-phenylphenyl)prop-1-enyl]benzoic acid